O1C[C@@H](OC2=NC=CC=C21)C2=CC=C(CN1CC(CCC1)C(=O)N)C=C2 1-{4-[(3S)-2,3-dihydro[1,4]dioxino[2,3-b]pyridin-3-yl]benzyl}piperidine-3-carboxamide